(1R,4R)-2-oxa-5-azabicyclo[2.2.1]heptan-5-amine [C@H]12OC[C@H](N(C1)N)C2